1-((1-ethyl-1H-pyrazol-3-yl)methyl)piperidin C(C)N1N=C(C=C1)CN1CCCCC1